(S)-tert-Butyl (1-((4-(4-(adamantan-2-ylidene(4-hydroxyphenyl)methyl)-phenoxy)butyl)amino)-4-methyl-1-oxopentan-2-yl)carbamate C12C(C3CC(CC(C1)C3)C2)=C(C2=CC=C(OCCCCNC([C@H](CC(C)C)NC(OC(C)(C)C)=O)=O)C=C2)C2=CC=C(C=C2)O